C(C)C1=NC2=CC(=C(C=C2C(=C1C)O)OC1=CC=C(C=C1)OC(F)(F)F)C 2-Ethyl-3,7-dimethyl-6-(4-(trifluoromethoxy)phenoxy)-quinolin-4-ol